FC(C(F)(F)F)(C(F)(F)F)Cl perfluoroisopropyl chloride